N-(3-methoxy-4-nitrophenyl)-5-methylpyrazine-2-carboxamide COC=1C=C(C=CC1[N+](=O)[O-])NC(=O)C1=NC=C(N=C1)C